5-bromo-2-({6-[(4,4-difluoropiperidin-1-yl)methyl]imidazo[1,2-a]pyridin-2-yl}methyl)-1,2-dihydro-2,7-naphthyridin-1-one BrC1=C2C=CN(C(C2=CN=C1)=O)CC=1N=C2N(C=C(C=C2)CN2CCC(CC2)(F)F)C1